N1=CC=C(C=C1)C1=NOC2=C1C=CC=C2 3-(pyridin-4-yl)-1,2-benzisoxazole